[4-(2-phenyl-2-propyl)phenyl]amine C1(=CC=CC=C1)C(C)(C)C1=CC=C(C=C1)N